FC1=C(C(=O)N([C@H]2CNCCC2)C2=NC=CC3=C2C=C(S3)C3=CC=CC=C3)C=CC(=C1)N1N=NC=3C1=NC=CC3 2-fluoro-N-(2-phenylthieno[3,2-c]pyridin-4-yl)-N-[(3R)-3-piperidyl]-4-(triazolo[4,5-b]pyridin-3-yl)benzamide